COC(=O)C=1N=C2N(CCC(C2)(C)C)C1 7,7-dimethyl-6,8-dihydro-5H-imidazo[1,2-a]pyridine-2-carboxylic acid methyl ester